(S)-N-[(1R)-1-(6-ethoxypyridin-3-yl)-2,2,2-trifluoroethyl]-2-methylpropane-2-sulfinamide C(C)OC1=CC=C(C=N1)[C@H](C(F)(F)F)N[S@@](=O)C(C)(C)C